3-[6-(5-azaspiro[3.5]non-8-ylamino)-1-methyl-indazol-3-yl]piperidine-2,6-dione C1CCC12NCCC(C2)NC2=CC=C1C(=NN(C1=C2)C)C2C(NC(CC2)=O)=O